C(C1=CC=CC=C1)N(CCO)C 2-[benzyl-(methyl)amino]ethanol